2-[[6-bromo-8-(trifluoromethyl)-[1,2,4]triazolo[4,3-a]pyridin-3-yl]amino]propanamide BrC=1C=C(C=2N(C1)C(=NN2)NC(C(=O)N)C)C(F)(F)F